C[Si](C)(C)C#CC=1C=C2C=CC(=CC2=CC1)OC(C)=O Acetic acid (6-trimethylsilylethynyl-2-naphthyl) ester